C(CCCCCCCCCCCC)C1=NOC(N1)=O 3-tridecyl-1,2,4-oxadiazol-5(4H)-one